NC=1C(=NC=CN1)C(=O)NC1CCN(CC1)C1=C(C=CC=C1C)F 3-amino-N-(1-(2-fluoro-6-methylphenyl)piperidin-4-yl)pyrazine-2-carboxamide